ClC1=CC2=C(NC(=N2)C2=CC(=NN2CC2=CC=C(C=C2)OC)NC(=O)C=2C=NC(=CC2)N2CCOCC2)C=C1 N-[5-(5-chloro-1H-benzimidazol-2-yl)-1-[(4-methoxyphenyl)methyl]-pyrazol-3-yl]-6-morpholino-pyridine-3-carboxamide